FC(OC=1C=C(CC2CC3(CN(C3)C(=O)C3CC(C3)(C)O)C2)C=CC1)F (6-(3-(difluoromethoxy)benzyl)-2-azaspiro[3.3]hept-2-yl)((1s,3s)-3-hydroxy-3-methylcyclobutyl)methanone